FC1(C(N=C(C2=CC=CC=C12)C=1C=NC2=C(C=CC=C2C1)F)(C)C)F 3-(4,4-Difluoro-3,3-dimethyl-3,4-dihydroisoquinolin-1-yl)-8-fluoroquinoline